N1=CC=C(C=C1)NCC(=O)O pyridin-4-ylglycine